4-Fluoro-1-naphthoic acid FC1=CC=C(C2=CC=CC=C12)C(=O)O